C1=CC=C2C(=CC3=CC=CC4=CC=C1C2=C34)C=3C=C(N)C=CC3 3-(pyren-4-yl)aniline